N-[2-(1-benzyl-4-hydroxypiperidin-4-yl)ethyl]-7-methyl-2-[3-(trifluoromethyl)phenyl]pyrazolo[1,5-a]pyrimidine-6-carboxamide C(C1=CC=CC=C1)N1CCC(CC1)(O)CCNC(=O)C=1C=NC=2N(C1C)N=C(C2)C2=CC(=CC=C2)C(F)(F)F